NC1=C2N=CN(C2=NC(=N1)Cl)[C@H]1[C@H]([C@@H]([C@H](O1)COC(C(=O)OCC)(C(=O)OCC)CC1=NN(C(=C1)C(=O)OC)C)O)F diethyl 2-(((2R,3R,4S,5R)-5-(6-amino-2-chloro-9H-purin-9-yl)-4-fluoro-3-hydroxytetrahydrofuran-2-yl)methoxy)-2-((5-(methoxycarbonyl)-1-methyl-1H-pyrazol-3-yl)methyl)malonate